3-((6-chloropyridin-3-yl)oxy)benzaldehyde ClC1=CC=C(C=N1)OC=1C=C(C=O)C=CC1